C1(=CC=CC=C1)[C@@H](C)O |r| (±)-1-Phenylethanol